(2S)-2-(3-(1H-indol-6-oxymethyl)benzyl)amino-propionamide N1C=CC2=CC=C(C=C12)OCC=1C=C(CN[C@H](C(=O)N)C)C=CC1